5-bromo-4-(chloromethyl)-1-methylimidazole BrC1=C(N=CN1C)CCl